Methyl 4-{2,2-difluoro-7-azaspiro[3.5]nonan-6-yl}-3-[(oxan-4-ylmethyl)amino]benzoate FC1(CC2(C1)CC(NCC2)C2=C(C=C(C(=O)OC)C=C2)NCC2CCOCC2)F